((8-bromo-6-(methoxymethoxy)naphthalen-1-yl)ethynyl)triisopropylsilane BrC=1C=C(C=C2C=CC=C(C12)C#C[Si](C(C)C)(C(C)C)C(C)C)OCOC